C1(=CC=CC=C1)C1=NC(=NC(=N1)C1=CC=CC=C1)C1=CC=C(C=C1)N1C2=CC=C(C=C2C=2C=C(C=CC12)N1C2=CC=CC=C2C=2C=CC=CC12)N1C2=CC=CC=C2C=2C=CC=CC12 9'-(4-(4,6-Diphenyl-1,3,5-triazin-2-yl)phenyl)-9'H-9,3':6',9''-tercarbazol